ClC1=C(C=C(C=C1)CC(C)=O)S(=O)(=O)Cl 2-chloro-5-(2-oxopropyl)benzenesulfonyl chloride